6-(4-((4-(1H-pyrazol-4-yl)phenyl)amino)pyrimidin-2-yl)-N-methyl-N-(2,2,2-trifluoro-ethyl)benzo[b]thiophene-2-carboxamide N1N=CC(=C1)C1=CC=C(C=C1)NC1=NC(=NC=C1)C=1C=CC2=C(SC(=C2)C(=O)N(CC(F)(F)F)C)C1